tert-butyl (R)-3-((5-bromo-1-methyl-1H-pyrazol-4-yl)methoxy)pyrrolidine-1-carboxylate BrC1=C(C=NN1C)CO[C@H]1CN(CC1)C(=O)OC(C)(C)C